C(C)(C)(C)OC(=O)N1CCC(CC1)CN1N=CC=C(C1=O)N1CCN(CC1)C1=CC=CC=C1 4-((6-oxo-5-(4-phenylpiperazin-1-yl)pyridazin-1(6H)-yl)methyl)piperidine-1-carboxylic acid tert-butyl ester